1-Ethyl-3-(6-(2-fluoro-5-((4-oxo-3,4-dihydrophthalazin-1-yl)methyl)phenyl)-5-methyl-3H-imidazo[4,5-b]pyridin-2-yl)urea C(C)NC(=O)NC1=NC=2C(=NC(=C(C2)C2=C(C=CC(=C2)CC2=NNC(C3=CC=CC=C23)=O)F)C)N1